O1COC2=C1C=CC(=C2)CN2CC(N(CC2)C2CCC21CCNCC1)C1=C(C=CC=C1)C(C)C (4-(benzo[d][1,3]dioxol-5-ylmethyl)-2-(2-isopropylphenyl)piperazin-1-yl)-7-azaspiro[3.5]nonane